ClC1=C(C(=O)N2CC3(C2)CN(CC3)C3=CN=C2C(=N3)N(N=C2)CC(F)F)C=CC=C1 2-(2-chlorobenzoyl)-6-[1-(2,2-difluoroethyl)-1H-pyrazolo[3,4-b]pyrazin-6-yl]-2,6-diazaspiro[3.4]octane